C(C)OC1=CC2=C(C(C(O2)=CC2=CC(=CC=C2)OCC2=CC=C(C=C2)C(C)C)=O)C=C1 6-ethoxy-2-(3-((4-isopropylbenzyl)oxy)benzylidene)benzofuran-3(2H)-one